C(C)OC(=C)C1=NNC(C2=CC(=C(C=C12)F)F)=O 4-(1-ethoxyvinyl)-6,7-difluoro-2H-phthalazin-1-one